3-chloro-N-phenyldibenzo[b,e][1,4]dioxin-2-amine ClC=1C(=CC2=C(OC3=C(O2)C=CC=C3)C1)NC1=CC=CC=C1